(R or S)-2-(3-(ethoxymethyl)-3-(4-fluorophenethyl)-pyrrolidin-1-yl)-2-methyl-1-(6-methylpyridin-3-yl)propan-1-one C(C)OC[C@]1(CN(CC1)C(C(=O)C=1C=NC(=CC1)C)(C)C)CCC1=CC=C(C=C1)F |o1:4|